Benzyl 4-(4-((4-(3-fluoro-4-hydroxyphenyl)-5-methylpyrimidin-2-yl)amino)-1H-pyrazol-1-yl)piperidine-1-carboxylate FC=1C=C(C=CC1O)C1=NC(=NC=C1C)NC=1C=NN(C1)C1CCN(CC1)C(=O)OCC1=CC=CC=C1